FC=1C=C2C=C(N(C2=CC1F)CCOCCOCCO)C(=O)N1CCN(CC1)C(=O)OC(C)(C)C tert-Butyl 4-[(5,6-difluoro-1-{2-[2-(2-hydroxyethoxy)ethoxy]ethyl}-1H-indol-2-yl)carbonyl]piperazine-1-carboxylate